3-(5-(4,4-difluoropiperidine-1-carbonyl)-1H-pyrrolo[2,3-b]pyridin-1-yl)benzamide FC1(CCN(CC1)C(=O)C=1C=C2C(=NC1)N(C=C2)C=2C=C(C(=O)N)C=CC2)F